pyrido[3,4-b][1,4]oxazine-1-carboxamide N1(C2=C(OC=C1)C=NC=C2)C(=O)N